(S)-3-fluoro-4-((4-(1-(2-hydroxypropyl)-1H-pyrazol-4-yl)-5-(trifluoromethyl)pyrimidin-2-yl)amino)benzenesulfonamide FC=1C=C(C=CC1NC1=NC=C(C(=N1)C=1C=NN(C1)C[C@H](C)O)C(F)(F)F)S(=O)(=O)N